N-(4-((4-(5-methyltetra-hydrofuran-2-yl)-4-phenethyl-piperidin-1-yl)methyl)phenyl)acetamide CC1CCC(O1)C1(CCN(CC1)CC1=CC=C(C=C1)NC(C)=O)CCC1=CC=CC=C1